6-methyl-4-(trifluoromethyl)thieno[2,3-b]pyridine CC1=CC(=C2C(=N1)SC=C2)C(F)(F)F